2-(4-chloro-1-isopropyl-1H-pyrazol-5-yl)-4-(4-(1-ethyl-4-(trifluoromethyl)-1H-imidazol-2-yl)benzyl)-6,7-dihydro-4H-pyrazolo[5,1-c][1,4]oxazine ClC=1C=NN(C1C1=NN2C(C(OCC2)CC2=CC=C(C=C2)C=2N(C=C(N2)C(F)(F)F)CC)=C1)C(C)C